C(C=C)(=O)OCCC[Si](OCCOCCCC)(OCCOCCCC)OCCOCCCC 3-Acryloxypropyltris(butoxyethoxy)silane